NCC1=CC=C(C=N1)NC(=O)C1=CC2=C(OCCC3=C2SC=C3)C=C1C=1C(=NC(=CC1)C(NCCC)=O)C(=O)O 3-(9-((6-(aminomethyl)pyridin-3-yl)carbamoyl)-4,5-dihydrobenzo[b]thieno[2,3-d]oxepin-8-yl)-6-(propylcarbamoyl)picolinic acid